(1S,3R)-3-(((2-(4'-Fluoro-2'-(4-methyl-4H-1,2,4-triazol-3-yl)-[1,1'-biphenyl]-3-yl)-7-methoxybenzo[d]oxazol-5-yl)methyl)amino)-2,2-dimethylcyclobutan-1-ol FC1=CC(=C(C=C1)C1=CC(=CC=C1)C=1OC2=C(N1)C=C(C=C2OC)CN[C@H]2C([C@H](C2)O)(C)C)C2=NN=CN2C